2-cyclopentyl-1,3-dimethoxypropane C1(CCCC1)C(COC)COC